(2E)-4-(tert-Butylamino)-N-{4-[8-(4-chloro-2-methyl-2H-indazol-5-yl)indolizine-3-carbonyl]-2-cyanophenyl}but-2-enamide C(C)(C)(C)NC/C=C/C(=O)NC1=C(C=C(C=C1)C(=O)C1=CC=C2C(=CC=CN12)C1=C(C2=CN(N=C2C=C1)C)Cl)C#N